2-((1r,2s)-1-(2-chlorophenyl)-1-(4-methyl-4H-1,2,4-triazol-3-yl)propan-2-yl)-5-hydroxy-N-(isoxazol-4-yl)-1-methyl-6-oxo-1,6-dihydropyrimidine-4-carboxamide ClC1=C(C=CC=C1)[C@@H]([C@H](C)C=1N(C(C(=C(N1)C(=O)NC=1C=NOC1)O)=O)C)C1=NN=CN1C